(2R)-6-chloro-N-(3-{2-[(2-methoxypyrimidin-5-yl)oxy]acetamido}bicyclo[1.1.1]pent-1-yl)-4-oxo-3,4-dihydro-2H-1-benzopyran-2-carboxamide ClC=1C=CC2=C(C(C[C@@H](O2)C(=O)NC23CC(C2)(C3)NC(COC=3C=NC(=NC3)OC)=O)=O)C1